1-(3-{[(7-methoxy-1H-indol-4-yl)methyl]amino}pyrido[2,3-b]pyrazin-6-yl)piperidin-4-ol COC=1C=CC(=C2C=CNC12)CNC1=CN=C2C(=N1)N=C(C=C2)N2CCC(CC2)O